CN1N=CC(=C1)C1=CC=C2C(=N1)NC=C2C2=CC=1N(C=C2)N=CC1C(=O)N[C@@H](C(F)(F)F)C (R)-5-(6-(1-methyl-1H-pyrazol-4-yl)-1H-pyrrolo[2,3-b]pyridin-3-yl)-N-(1,1,1-trifluoropropan-2-yl)pyrazolo[1,5-a]pyridine-3-carboxamide